1-isocyanato-4-(trifluoromethoxy)benzene N(=C=O)C1=CC=C(C=C1)OC(F)(F)F